CC(C[C@@H](B1O[C@@]2([C@H](O1)C[C@H]1C([C@@H]2C1)(C)C)C)NC(=O)C1CC(=NO1)C1=NC=CN=C1)C N-((R)-3-methyl-1-((3aS,4S,6S,7aR)-3a,5,5-trimethylhexahydro-4,6-methanobenzo[d][1,3,2]dioxaborol-2-yl)butyl)-3-(pyrazin-2-yl)-4,5-dihydroisoxazol-5-carboxamide